CC1=C(C=NC(=C1)C(CC)=O)C=1N2C(C3=CC(=NC=C3C1)NC(OC(C)(C)C)=O)=NN=C2 tert-butyl N-[5-(4-methyl-6-propanoylpyridin-3-yl)-[1,2,4]triazolo[3,4-a]2,6-naphthyridin-9-yl]carbamate